2,5-dimethyl-3-hexanol CC(C)C(CC(C)C)O